[2,4-bis(trifluoromethyl)phenyl]-N-(4-fluorophenyl)-N-{[5-(6-hydroxypyridin-2-yl)-1,3,4-oxadiazol-2-yl]methyl}acetamide FC(C1=C(C=CC(=C1)C(F)(F)F)CC(=O)N(CC=1OC(=NN1)C1=NC(=CC=C1)O)C1=CC=C(C=C1)F)(F)F